FC1(CCN(CC1)C1=NC=CC(=C1)[C@H](C(F)F)OC1=NN(C2=NN=C(C=C21)C=2C(NC(NC2)=O)=O)C)F 5-[3-[(1R)-1-[2-(4,4-difluoro-1-piperidyl)-4-pyridyl]-2,2-difluoro-ethoxy]-1-methyl-pyrazolo[3,4-c]pyridazin-5-yl]-1H-pyrimidine-2,4-dione